C(C)N(C)[SiH2]N(CC)C bis(ethyl-methylamino)silane